N1C(CCC2=CC=CC=C12)C=1C=C2CCC(NC2=CC1)=O 1,2,3,3',4,4'-Hexahydro-[2,6'-biquinolin]-2'(1'H)-on